(S)-7-Amino-3-(1-(but-2-ynoyl)pyrrolidin-3-yl)-1-(4-phenoxyphenyl)-1,5-dihydro-4H-pyrazolo[3,4-d]pyridazin-4-on NC1=NNC(C2=C1N(N=C2[C@@H]2CN(CC2)C(C#CC)=O)C2=CC=C(C=C2)OC2=CC=CC=C2)=O